[3-(4-AMINOCINNOLIN-7-YL)-4-(3-CYANO-1H-PYRAZOL-1-YL)PHENYL]BORONIC ACID NC1=CN=NC2=CC(=CC=C12)C=1C=C(C=CC1N1N=C(C=C1)C#N)B(O)O